4-(oxetan-3-yloxy)-5-(trifluoromethyl)pyrimidin O1CC(C1)OC1=NC=NC=C1C(F)(F)F